C(=O)C1=C(OCC(=O)O)C=CC=C1 2-FORMYLPHENOXYACETIC ACID